C(C)(C)(C)OC(=O)N1[C@@H](CC1)C=O (S)-2-formyl-azetidine-1-carboxylic acid tert-butyl ester